C(C1=CC=CC=C1)(=O)OOC methylhydroxy benzoate